4-(4-chlorophenyl)-piperazine ClC1=CC=C(C=C1)N1CCNCC1